(S)-2-(((S)-2-((S)-4-(difluoromethyl)-2-oxooxazolidin-3-yl)-5-methyl-5,6-dihydrobenzo[f]imidazo[1,2-d][1,4]oxazepin-9-yl)amino)propanamide FC([C@H]1N(C(OC1)=O)C=1N=C2N([C@H](COC3=C2C=CC(=C3)N[C@H](C(=O)N)C)C)C1)F